3-(6-ethyl-5-(1H-pyrazol-4-yl)pyridin-2-yl)-8-isobutyryl-1-(3-methoxybenzyl)-1,3,8-triazaspiro[4.5]decan-2-one C(C)C1=C(C=CC(=N1)N1C(N(C2(C1)CCN(CC2)C(C(C)C)=O)CC2=CC(=CC=C2)OC)=O)C=2C=NNC2